ClC1=CC(=CC(=N1)N1CCN(CC1)S(=O)(=O)C1=CC=C(C=C1)N1C(OC2(CNC2)C1)=O)C(F)(F)F 7-[4-[4-[6-Chloro-4-(trifluoromethyl)-2-pyridyl]piperazin-1-yl]sulfonylphenyl]-5-oxa-2,7-diazaspiro[3.4]octan-6-one